ClC=1C(=NC(=C(N1)I)CCCC#N)N1CCC(CC1)C(=O)OCC ethyl 1-(3-chloro-6-(3-cyanopropyl)-5-iodopyrazin-2-yl)piperidine-4-carboxylate